2-cyano-4-fluoro-N-((1S,2R)-2-(6-fluoro-2,3-dimethylphenyl)-1-(5-oxo-4,5-dihydro-1,3,4-oxadiazol-2-yl)propyl)-5-(2-hydroxypropan-2-yl)benzenesulfonamide C(#N)C1=C(C=C(C(=C1)F)C(C)(C)O)S(=O)(=O)N[C@@H]([C@H](C)C1=C(C(=CC=C1F)C)C)C=1OC(NN1)=O